5-(4-(N,N-dimethylsulfamoyl)phenoxy)-1H-1,2,3-triazole-4-carboxylic acid CN(S(=O)(=O)C1=CC=C(OC2=C(N=NN2)C(=O)O)C=C1)C